COC1=C(C(=CC=C1)C)C1=CC=C(N=N1)N([C@H]1CN(CCC1)C)C (R)-6-(2-methoxy-6-methylphenyl)-N-methyl-N-(1-methylpiperidin-3-yl)pyridazin-3-amine